C1(CC1)C=1C(=NC(=NC1)NC=1C(=NN(C1)C1CC2CCC(C1)N2C)C)NCCCN2C(COCC2)=O 4-(3-((5-cyclopropyl-2-((3-methyl-1-(8-methyl-8-azabicyclo[3.2.1]octan-3-yl)-1H-pyrazol-4-yl)amino)pyrimidin-4-yl)amino)propyl)morpholin-3-one